butyl (z)-2-methyl-2-butenoate C/C(/C(=O)OCCCC)=C/C